4-(3-((3R)-3-(Cyanomethyl)-4-(2-propenoyl)-1-piperazinyl)-1-azetidinyl)-6-(4-(1,4-dimethyl-1H-pyrazol-5-yl)-1-piperidinyl)-2-(trifluoromethyl)-3-pyridinecarbonitrile C(#N)C[C@@H]1CN(CCN1C(C=C)=O)C1CN(C1)C1=C(C(=NC(=C1)N1CCC(CC1)C1=C(C=NN1C)C)C(F)(F)F)C#N